CC1(C2=CC=CC=C2C=2C=CC(=CC12)N(C1=CC=C(C=C1)C=1C=CC=2N(C3=CC=CC=C3C2C1)C1=CC=CC=C1)C1=CC=CC=C1)C 9,9-dimethyl-N-phenyl-N-[4-(9-phenyl-9H-carbazol-3-yl)phenyl]fluorene-2-amine